FC=1C=C(C=CC1N1CC(C1)OC(C(F)(F)F)C)C(=O)N1CCN(CC1)C=1OC=2C(=NC(=CC2)C)N1 (3-fluoro-4-(3-((1,1,1-trifluoropropan-2-yl)oxy)azetidin-1-yl)phenyl)(4-(5-methyloxazolo[4,5-b]pyridin-2-yl)piperazin-1-yl)methanone